C(C)(=O)OC(C(=O)NC1CC1)[C@H](C[C@H]1C(NCC1)=O)NC([C@H](CCCC)NC(=O)OC(C(F)(F)C1=CC(=CC=C1)Cl)C1=CC=NC=C1)=O (3S)-3-((2S)-2-(((2-(3-chlorophenyl)-2,2-difluoro-1-(pyridin-4-yl)ethoxy)carbonyl)amino)hexanamido)-1-(cyclopropylamino)-1-oxo-4-((S)-2-oxopyrrolidin-3-yl)butan-2-yl acetate